C(C)(C)(C)OC(=O)N1CC(C1)N1N=C2C=CC(=CC2=C1)Br 3-(5-Bromo-2H-indazol-2-yl)azetidine-1-carboxylic acid tert-butyl ester